I[Mg]C iodo(methyl)magnesium